(10-(3-Butyl-5-(diaminomethylene)-2,4,6-trioxotetrahydropyrimidin-1(2H)-yl)-2,4-dioxo-1,3-diazadispiro[4.1.57.15]tridecan-1-yl)acetamide C(CCC)N1C(N(C(C(C1=O)=C(N)N)=O)C1CCC2(CC3(C(NC(N3CC(=O)N)=O)=O)C2)CC1)=O